NC1=NC=C(C(=N1)OC1C(CCOCC1)O)C(F)(F)F 5-((2-amino-5-(trifluoromethyl)pyrimidin-4-yl)oxy)oxepan-4-ol